FC1(CN(C1)C[B-](F)(F)F)F.[K+] potassium ((3,3-difluoroazetidin-1-yl)methyl)trifluoroborate